CN(C)C=NS(=O)(=O)C1=C(C=CC(=C1)[N+](=O)[O-])N1N=C(C=C1)C=O N-[(dimethylamino)methylene]-2-(3-formyl-1H-pyrazol-1-yl)-5-nitrobenzenesulfonamide